ethyl 3-((2-isopropoxyethyl) amino)-1H-pyrrole-2-carboxylate hydrochloride Cl.C(C)(C)OCCNC1=C(NC=C1)C(=O)OCC